2,2-dimethyl-aminobutyl-silane CC(C[SiH3])(CCN)C